2-((R)-3-hydroxytetrahydrofuran-3-yl)-N-(4-((S)-1-(2-methyl-1H-imidazol-1-yl)ethyl)phenyl)acetamide O[C@@]1(COCC1)CC(=O)NC1=CC=C(C=C1)[C@H](C)N1C(=NC=C1)C